C(CCCCCCC\C=C/CCCCCCCC)(=O)O.CC1(C(NC(N1)=O)=O)C 5,5-dimethylimidazolidine-2,4-dione monooleate